C(#N)C1=C(C=CC(=C1)C1=NN(C=N1)C1=NC=C(C=C1)OC(F)(F)F)NC(=O)\N=C\1/SCC(N1C1=C(C=CC(=C1)C)C(C)C)=O (Z)-1-(2-cyano-4-(1-(5-(trifluoromethoxy)pyridin-2-yl)-1H-1,2,4-triazol-3-yl)phenyl)-3-(3-(2-isopropyl-5-methylphenyl)-4-oxothiazolidin-2-ylidene)urea